sulphoselenide S(=O)(=O)(O)[Se]S(=O)(=O)O